C(C)(C)NC[C@H](COC1=CC=C(C2=CC=CC=C12)N=S(=O)=O)O R-1-isopropylamino-3-(4-sulfonylamino-1-naphthoxy)-2-propanol